2-[6-amino-5-[8-[2-[3-[3-(trifluoromethyl)azetidin-1-yl]prop-1-ynyl]-4-pyridyl]-3,8-diazabicyclo[3.2.1]octan-3-yl]pyridazin-3-yl]phenol NC1=C(C=C(N=N1)C1=C(C=CC=C1)O)N1CC2CCC(C1)N2C2=CC(=NC=C2)C#CCN2CC(C2)C(F)(F)F